2-{6-[(3S)-3-[(cyclobutylamino)methyl]pyrrolidin-1-yl]pyridazin-3-yl}-5-(6-methoxypyridazin-4-yl)phenol C1(CCC1)NC[C@H]1CN(CC1)C1=CC=C(N=N1)C1=C(C=C(C=C1)C1=CN=NC(=C1)OC)O